C=1(C(=CC=CC1)S(=O)(=O)OCC(C)C)S(=O)(=O)OCC(C)C diisobutyl 1,2-benzenedisulfonate